3-(difluoromethyl)-5,8,8-trimethyl-6-oxo-5-phenyl-5,6,7,8,9,10-hexahydropyrido[2,3-b][1,6]naphthyridine-4-carbonitrile FC(C1=C(C2=C(NC=3CC(NC(C3C2(C2=CC=CC=C2)C)=O)(C)C)N=C1)C#N)F